9-methyl-4-((3-(piperidin-1-yl)propyl)amino)-9H-pyrimido[4,5-b]indole-7-carboxylic acid methyl ester COC(=O)C1=CC=C2C3=C(N(C2=C1)C)N=CN=C3NCCCN3CCCCC3